N-(2-fluorophenyl)thiazole-2-carboxamide FC1=C(C=CC=C1)NC(=O)C=1SC=CN1